butoxytitanium dichloride [Cl-].[Cl-].C(CCC)O[Ti+2]